ClC=1C=C(C(=NC1)NC(=O)C1(CNC(C1)=O)C1=C(C=CC=C1)C(C)C)OC(F)F N-(5-chloro-3-(difluoromethoxy)pyridin-2-yl)-3-(2-isopropylphenyl)-5-oxopyrrolidine-3-carboxamide